C1=CC=CC=2C3=CC=CC=C3C(C12)COC(=O)NCC(=O)NCC(=O)NCC(=O)NCC(=O)O {2-[2-(2-{[(9H-fluoren-9-ylmethoxy)carbonyl]amino}acetamido)acetamido]acetamido}acetic acid